O=C1NC(CCC1C1=COC2=C1C=C(C=C2)C#CCNC(C2=NC=C(C=C2)C=2N=CC1=C(C=CC=C1C2)C2=C1C=C(C(N(C1=CC(=N2)OC(C)C)C)=O)C)=O)=O N-(3-(3-(2,6-dioxopiperidin-3-yl)benzofuran-5-yl)prop-2-yn-1-yl)-5-(8-(7-isopropoxy-1,3-dimethyl-2-oxo-1,2-dihydro-1,6-naphthyridin-5-yl)isoquinolin-3-yl)picolinamide